C1=CC=CC=2C3=CC=CC=C3C(C12)COC(=O)NC(CC(=O)OC(C)(C)C)C(=O)NCC(CO)O tert-Butyl 3-((((9H-fluoren-9-yl)methoxy)carbonyl)amino)-4-((2,3-dihydroxypropyl)amino)-4-oxobutanoate